CC1=NC=CC(=C1)C1CCC2(OCCO2)CC1 2-methyl-4-(1,4-dioxaspiro[4.5]decan-8-yl)pyridine